2-fluoro-3-propoxy-4-((pyrrolidin-1-ylsulfonyl)carbamoyl)benzoic acid FC1=C(C(=O)O)C=CC(=C1OCCC)C(NS(=O)(=O)N1CCCC1)=O